Cl.C(C)OC(=O)N1CC2(CC(C2)N2CCC(CC2)C2=CC=NN2C)CC1 (2r,4s)-2-[4-(1-methyl-1H-pyrazol-5-yl)piperidin-1-yl]-6-azaspiro[3.4]octane-6-carboxylic acid ethyl ester hydrochloride